FC1=C(C=C(C(=C1)C)[S@](=O)CC(F)(F)F)N=C1SCC(N1CC(F)(F)F)=O 2-[2-fluoro-4-methyl-5-[(R)-2,2,2-trifluoroethylsulfinyl]-phenyl]imino-3-(2,2,2-trifluoroethyl)thiazolidin-4-one